CC1=C(C=C(C(=C1)OCC)CC)O 2-Methyl-5-ethyl-4-ethoxy-phenol